tert-butyl N-[(3R,5S)-5-(trifluoromethyl)-3-piperidyl]carbamate FC([C@H]1C[C@H](CNC1)NC(OC(C)(C)C)=O)(F)F